(R)-N-(2-(4-cyanothiazolidin-3-yl)-2-oxoethyl)-6-(1-fluorocyclobutyl)quinoline-4-carboxamide C(#N)[C@H]1N(CSC1)C(CNC(=O)C1=CC=NC2=CC=C(C=C12)C1(CCC1)F)=O